(P)-6-(benzylthio)-1-(4-bromo-5-fluoro-2-methoxyphenyl)quinolin-2(1H)-one C(C1=CC=CC=C1)SC=1C=C2C=CC(N(C2=CC1)C1=C(C=C(C(=C1)F)Br)OC)=O